C(CCCCCCCCCCC)SCC1=C(C(=CC(=C1)CSCCCCCCCCCCCC)C)O 2,4-bis(dodecylthio-methyl)-6-methylphenol